C(C)OC(CC1CCN(CC1)C1=C(C=C(C=C1F)C1=C(N=C(S1)C)COCC1CC1)F)=O {1-[4-(4-cyclopropylmethoxymethyl-2-methyl-thiazol-5-yl)-2,6-difluorophenyl]-piperidin-4-yl}-acetic acid ethyl ester